N=S1(CCNCC1)=O 1-imino-1lambda~6~,4-thiazinan-1-one